3-(2-(((2-(diethylamino)-2-oxoethoxy)carbonyl)oxy)-2,2-diphenylacetoxy)spiro[bicyclo[3.2.1]octane-8,1'-pyrrolidin]-8-ium trifluoroacetate FC(C(=O)[O-])(F)F.C(C)N(C(COC(=O)OC(C(=O)OC1CC2CCC(C1)[N+]21CCCC1)(C1=CC=CC=C1)C1=CC=CC=C1)=O)CC